[Di(p-triethylsilylphenyl)methylene](cyclopentadienyl)(2,7-di-tert-butylfluoren-9-yl)hafnium C(C)[Si](C1=CC=C(C=C1)C(C1=CC=C(C=C1)[Si](CC)(CC)CC)=[Hf](C1C2=CC(=CC=C2C=2C=CC(=CC12)C(C)(C)C)C(C)(C)C)C1C=CC=C1)(CC)CC